N1(CCNCC1)C1=CC=C2C=NN=C(C2=C1)N 7-(piperazin-1-yl)phthalazin-1-amine